ClC1=CC=C(CN2C=NC=3N(C(N(C(C23)=O)CCCO)=O)C)C=C1 7-(4-chlorobenzyl)-1-(3-hydroxypropyl)-3-methyl-3,7-dihydro-1H-purine-2,6-dione